C1(=CC=CC=2C(=CC=CC12)S(=O)(=O)[O-])S(=O)(=O)[O-] Naphthalene-1,5-disulfonate